N1(CCC1)C(=O)C1=CC=2N(C=C1NC(=O)C1=NC(=CC=C1)C(F)(F)F)C=C(N2)CCC(C)(C)O N-[7-(azetidine-1-carbonyl)-2-(3-hydroxy-3-methyl-butyl)imidazo[1,2-a]pyridin-6-yl]-6-(trifluoromethyl)pyridine-2-carboxamide